C(#N)CCN1C(=NC=C1)CCCCCCCCCCC 1-(2-cyanoethyl)-2-n-undecylimidazole